(E)-octadecadienoic acid C(\C=C\C=CCCCCCCCCCCCCC)(=O)O